OCCN1C(N(C(N(C1=O)CCO)=O)CCO)=O tris-(2-hydroxyethyl)-isocyanuric acid